2-(3-amino-6-chloro-2-pyridyl)ethanol NC=1C(=NC(=CC1)Cl)CCO